5-(1-methyl-3-(trifluoromethyl)-1H-pyrazol-4-yl)-2-((tetrahydro-2H-pyran-2-yl)methyl)-3,4-dihydroisoquinolin-1(2H)-one CN1N=C(C(=C1)C1=C2CCN(C(C2=CC=C1)=O)CC1OCCCC1)C(F)(F)F